FC=1C=C(C(=O)OC)C=CC1CN1CCC2(CC1)C1CC3CC(CC2C3)C1 methyl 3-fluoro-4-(((1r,3r,5r,7r)-spiro[adamantane-2,4'-piperidin]-1'-yl)methyl)benzoate